N1=NC=C(C=C1)N1N=C(C=C1)CC(=O)N 1-(Pyridazine-4-yl)-1H-pyrazole-3-carboxyamide